NC1=NC=CC(=C1C#CCCC(=O)N1CCOCC1)C=1C=C2C(=NNC2=CC1)N 5-(2-amino-4-(3-amino-1H-indazol-5-yl)pyridin-3-yl)-1-morpholino-pent-4-yn-1-one